N1C=CC=2C1=NC=CC2C#CC2=CN=C1N2N=C(C=C1)C1=CC=C(C(=O)C2C(N(CCN2)C)=O)C=C1 (4-(3-((1H-pyrrolo[2,3-b]pyridin-4-yl)ethynyl)imidazo[1,2-b]pyridazin-6-yl)benzoyl)-1-methylpiperazin-2-one